C(C)(C)(C)OC(C[C@@H]1CN(CCC1)C([C@@H](C)OC1=CC=C2C(=CC(OC2=C1)=O)C1=C(C=C(C=C1)F)Cl)=O)=O 2-[(3R)-1-[(2R)-2-[4-(2-chloro-4-fluoro-phenyl)-2-oxo-chromen-7-yl]oxypropionyl]-3-piperidinyl]acetic acid tert-butyl ester